CC1(CC1)NC(O[C@H]1C[C@H](CC1)C1=CC(=NN1)NC(CC1=NC=CC=C1)=O)=O (1R,3S)-3-{3-[(pyridin-2-ylacetyl)amino]-1H-pyrazol-5-yl}cyclopentyl (1-methylcyclopropyl)-carbamate